2-(2-(phenylselanyl)-1-(p-tolyl)ethyl)benzo[d]isothiazol-3(2H)-one 1,1-dioxide C1(=CC=CC=C1)[Se]CC(C1=CC=C(C=C1)C)N1S(C2=C(C1=O)C=CC=C2)(=O)=O